N[C@@H]([C@@H](C)O[C@@H](C(F)(F)F)C)C1=NC2=C(N1)C=CC(=C2F)CN2C(N[C@@H](C2)C(F)(F)F)=O (S)-1-((2-((1R,2R)-1-Amino-2-(((R)-1,1,1-trifluoropropan-2-yl)oxy)propyl)-4-fluoro-1H-benzo[d]imidazol-5-yl)methyl)-4-(trifluoromethyl)imidazolidin-2-one